N-(2-((1S,3S,5S)-3-Cyano-2-azabicyclo[3.1.0]hexan-2-yl)-2-oxoethyl)-7-(1-ethoxycyclopropyl)quinoline-4-carboxamide C(#N)[C@H]1N([C@H]2C[C@H]2C1)C(CNC(=O)C1=CC=NC2=CC(=CC=C12)C1(CC1)OCC)=O